3-amino-N-((R)-7-((S)-3-amino-3-(trifluoromethyl)piperidin-1-yl)chroman-3-yl)-6-methylthieno[2,3-b]pyridine-2-carboxamide NC1=C(SC2=NC(=CC=C21)C)C(=O)N[C@H]2COC1=CC(=CC=C1C2)N2C[C@@](CCC2)(C(F)(F)F)N